C(C)C1(COC1)CC di[1-ethyl]oxetane